Cl.C(#N)C1=C(C=C(C=C1)N1CCC(CC1)C(=O)NC1=NC=C(C=C1)N1CCC2(CN(C2)C(=O)C2CCNCC2)CC1)C(F)(F)F 1-(4-cyano-3-(trifluoromethyl)phenyl)-N-(5-(2-(piperidine-4-carbonyl)-2,7-diazaspiro[3.5]non-7-yl)pyridin-2-yl)piperidine-4-carboxamide hydrochloride